NC=1C=C2CN(C(N(C2=CC1)C(C)C1=CC(=CC=C1)Cl)=O)C 6-amino-1-(1-(3-chlorophenyl)ethyl)-3-methyl-3,4-dihydroquinazolin-2(1H)-one